C(C)(=O)C=1C(=CC2=C(OCO2)C1)NC(CC1N(CCNC1)C(=O)NC(C)C)=O (2-((6-acetylbenzo[d][1,3]dioxol-5-yl)amino)-2-oxoethyl)-N-isopropylpiperazine-1-carboxamide